1-(3-((4,4-bis(nonyloxy)butanoyl)oxy)-2-(hydroxymethyl)propyl) 9-decyl nonanedioate C(CCCCCCCC(=O)OCCCCCCCCCC)(=O)OCC(COC(CCC(OCCCCCCCCC)OCCCCCCCCC)=O)CO